O1COC2=C1C=CC(=C2)CC2(NC(=NC(=C2)C2=CC=C(C=C2)OCC)N)N 4-(benzo[d][1,3]dioxol-5-ylmethyl)-6-(4-ethoxyphenyl)pyrimidine-2,4-diamine